NC=1C(=NC(=CC1C(F)(F)F)Cl)C#N 3-amino-6-chloro-4-(trifluoromethyl)pyridinenitrile